CC1(C[C@@H](C2=CC=CC=C12)C)C (3S)-1,1,3-trimethyl-2,3-dihydro-1H-indene